4-[4-amino-3-(difluoromethyl)pyrazol-1-yl]cyclohexanol NC=1C(=NN(C1)C1CCC(CC1)O)C(F)F